4-(3-(2-(difluoromethoxy)-6-(ethylsulfonyl)pyridin-3-yl)-4-fluorophenyl)-7-ethyl-7H-Imidazo[4,5-c]Pyridazine FC(OC1=NC(=CC=C1C=1C=C(C=CC1F)C=1C2=C(N=NC1)N(C=N2)CC)S(=O)(=O)CC)F